tert-butyl (3S,5S)-3-[[4-[4-[(6-bromo-4-methyl-3-pyridyl)oxy]-2-methyl-thiazol-5-yl]pyrimidin-2-yl]amino]-5-fluoro-piperidine-1-carboxylate BrC1=CC(=C(C=N1)OC=1N=C(SC1C1=NC(=NC=C1)N[C@@H]1CN(C[C@H](C1)F)C(=O)OC(C)(C)C)C)C